racemic-N-[1-[5-bromo-2-(5-chloro-2-pyridinyl)-1,2,4-triazol-3-yl]ethyl]-3-chloro-5-(trifluoromethyl)benzamide BrC=1N=C(N(N1)C1=NC=C(C=C1)Cl)[C@@H](C)NC(C1=CC(=CC(=C1)C(F)(F)F)Cl)=O |r|